C(C1=CC=CC=C1)(=O)OCC1(CC1)N(C(=O)C1=NNC2=C1CN(CC2)C(=O)OC(C)(C)C)C tert-butyl 3-((1-((benzoyloxy)methyl)cyclopropyl)(methyl)carbamoyl)-1,4,6,7-tetrahydro-5H-pyrazolo[4,3-c]pyridine-5-carboxylate